5-chloro-2-(2-hydroxy-4-octyloxyphenyl)-2H-benzotriazole ClC1=CC=2C(=NN(N2)C2=C(C=C(C=C2)OCCCCCCCC)O)C=C1